6-(chlorosulfonyl)benzofuran-2-carboxylic acid ethyl ester C(C)OC(=O)C=1OC2=C(C1)C=CC(=C2)S(=O)(=O)Cl